(3,5-di(9H-carbazol-9-yl)phenyl)(pyridin-4-yl)methanone C1=CC=CC=2C3=CC=CC=C3N(C12)C=1C=C(C=C(C1)N1C2=CC=CC=C2C=2C=CC=CC12)C(=O)C1=CC=NC=C1